CC[C@H]([C@H](CC)O)O (3R,4S)-hexane-3,4-diol